2-((R)-sec-Butoxy)-6-(((2R,4R)-4-((tert-butyldiphenylsilyl)oxy)pyrrolidin-2-yl)methoxy)-4-methyl-benzoic acid [C@@H](C)(CC)OC1=C(C(=O)O)C(=CC(=C1)C)OC[C@@H]1NC[C@@H](C1)O[Si](C1=CC=CC=C1)(C1=CC=CC=C1)C(C)(C)C